N-(3-(4-amino-3-(4-phenoxyphenyl)-1H-pyrazolo[3,4-d]pyrimidin-1-yl)propyl)-2,3,4,5-tetrafluoro-6-(methylthio)benzamide NC1=C2C(=NC=N1)N(N=C2C2=CC=C(C=C2)OC2=CC=CC=C2)CCCNC(C2=C(C(=C(C(=C2SC)F)F)F)F)=O